amino-4-ethylOxazole-5-carboxylic acid ethyl ester C(C)OC(=O)C1=C(N=C(O1)N)CC